C1(=CC=C(C=2C(=CC=C(C12)C(=O)Cl)C(=O)Cl)C(=O)Cl)C(=O)Cl 1,4,5,8-naphthalenetetracarboxylic chloride